C(=O)OC(CC[C@@H](C(=O)O)NC(=O)C1=CC=C(NCC2CNC=3N=C(N)NC(=O)C3N2)C=C1)=O E-Formyltetrahydrofolate